5-((1-(tert-butoxycarbonyl)piperidin-4-yl)methyl)-4-methylpyrazolo[1,5-a]pyridine-3-carboxylic acid C(C)(C)(C)OC(=O)N1CCC(CC1)CC1=C(C=2N(C=C1)N=CC2C(=O)O)C